OC1=C(C=O)C=C(N=C1C)C(=O)N1CCN(CC1)C=1C=NC(=CC1)N1CCCC1 3-hydroxy-2-methyl-6-(4-(6-(pyrrolidin-1-yl)pyridin-3-yl)piperazine-1-carbonyl)isonicotinaldehyde